Anilin NC1=CC=CC=C1